N-(4-(((3-acetyl-8-bromo-5-chloro-4-oxo-1,4-dihydroquinolin-2-yl)sulfinyl)methyl)phenyl)methanesulfonamide C(C)(=O)C1=C(NC2=C(C=CC(=C2C1=O)Cl)Br)S(=O)CC1=CC=C(C=C1)NS(=O)(=O)C